4-(3-(4-Acryloylpiperazin-1-yl)azetidin-1-yl)-6-(4H-spiro[furo[3,4-d]thiazole-6,4'-piperidin]-1'-yl)-2-(trifluoromethyl)nicotinonitrile C(C=C)(=O)N1CCN(CC1)C1CN(C1)C1=CC(=NC(=C1C#N)C(F)(F)F)N1CCC2(CC1)OCC=1N=CSC12